C(#N)[C@@H](C[C@H]1C(NCCC1)=O)NC(=O)[C@H]1N([C@@H]2CC([C@H]1CC2)(F)F)C([C@H](CC(C)C)NC(C(F)(F)F)=O)=O (1S,3S,4S)-N-[(1R)-1-cyano-2-[(3S)-2-oxo-3-piperidyl]ethyl]-5,5-difluoro-2-[(2S)-4-methyl-2-[(2,2,2-trifluoroacetyl)amino]pentanoyl]-2-azabicyclo[2.2.2]octane-3-carboxamide